N1CC(C1)S(=O)(=O)C=1C=CC=2N(C1)C(=CN2)N2N=CC(=C2)C=2C=C(C(=O)NC1CC1)C=CC2C 3-{1-[6-(azetidine-3-sulfonyl)-imidazo[1,2-a]pyridin-3-yl]-1H-pyrazol-4-yl}-N-cyclopropyl-4-methyl-benzamide